CC(CC(CC)=NO)CC 5-methyl-3-heptanone oxime